3-phenylbicyclo[1.1.1]pentane-1-carbonyl chloride C1(=CC=CC=C1)C12CC(C1)(C2)C(=O)Cl